2-anilino-1-ethanol N(C1=CC=CC=C1)CCO